FC1(OC2=C(O1)C=CC(=C2)C2=CC(N(C2)C(=O)OC(C)(C)C)C(=O)OC)F 1-tert-butyl 2-methyl 4-(2,2-difluorobenzo[d][1,3]dioxol-5-yl)-1H-pyrrole-1,2(2H,5H)-dicarboxylate